4-(1-phenyl-6-(pyridin-3-ylmethoxy)-1H-pyrazolo[3,4-d]pyrimidin-4-yl)morpholine C1(=CC=CC=C1)N1N=CC=2C1=NC(=NC2N2CCOCC2)OCC=2C=NC=CC2